F[C@@H]1[C@@H](O[C@@H]([C@H]1O)CO)N1C(NC(C(=C1)CC[18F])=O)=O 1-(2-deoxy-2-fluoro-β-D-arabinofuranosyl)-5-[2-(18F)fluoroethyl]pyrimidine-2,4(1H,3H)-dione